N-((7-(5-(difluoromethyl)-1,3,4-oxadiazol-2-yl)imidazo[1,2-a]pyridin-2-yl)methyl)-N-(3-fluorophenyl)-1-(oxetan-3-yl)azetidine-3-carboxamide FC(C1=NN=C(O1)C1=CC=2N(C=C1)C=C(N2)CN(C(=O)C2CN(C2)C2COC2)C2=CC(=CC=C2)F)F